CC(=CC)[Mg]Br but-2-en-2-yl-magnesium bromide